C(C)(C)(C)OC(=O)NCCCO[C@H]1CN(CC1)C(=O)OCC1=CC=CC=C1 (R)-Benzyl 3-(3-((tert-butoxycarbonyl)amino)propoxy)pyrrolidine-1-carboxylate